FC1=CC=C(C=C1)[C@@H]1N(C[C@H](CC1)C)C(C(=O)NC=1C=C(C(=NC1)NC(OC(C)(C)C)=O)OC)=O |r| rac-tert-butyl (5-(2-((2R,5S)-2-(4-fluorophenyl)-5-methylpiperidin-1-yl)-2-oxoacetamido)-3-methoxypyridin-2-yl)carbamate